1-(4-(benzo[d][1,3]dioxol-5-yl(4-fluorophenyl)amino)piperidine-1-carbonyl)-1H-benzo[d][1,2,3]triazole-6-carbonitrile O1COC2=C1C=CC(=C2)N(C2CCN(CC2)C(=O)N2N=NC1=C2C=C(C=C1)C#N)C1=CC=C(C=C1)F